1-((2S,4S,5S)-5-((7H-pyrrolo[2,3-d]pyrimidin-4-yl)amino)-4-fluoro-2-methylpiperidin-1-yl)prop-2-en-1-one N1=CN=C(C2=C1NC=C2)N[C@@H]2[C@H](C[C@@H](N(C2)C(C=C)=O)C)F